C1(CCC1)SC1=NC=CC=C1C1=CC=C(C=C1)C(CCCC(=O)O)C 5-[4-(2-cyclobutylsulfanyl-3-pyridinyl)phenyl]hexanoic acid